5-(2-((2-(trifluoromethyl)pyrido[2,3-d]pyrimidin-4-yl)thio)acetyl)thiophene-2-carbaldehyde FC(C=1N=C(C2=C(N1)N=CC=C2)SCC(=O)C2=CC=C(S2)C=O)(F)F